bis-(2-hydroxyethyl)-amino-tris(hydroxymethyl)methane OCCN(C(CO)(CO)CO)CCO